4-(1-(4-fluorophenyl)-2-methyl-1H-imidazol-5-yl)isoindol-1-one FC1=CC=C(C=C1)N1C(=NC=C1C1=C2C=NC(C2=CC=C1)=O)C